N-[[4-[5-amino-4-cyano-1-(1-tetrahydropyran-4-ylethyl)pyrazol-3-yl]phenyl]methyl]-5-fluoro-2-methoxy-benzamide NC1=C(C(=NN1C(C)C1CCOCC1)C1=CC=C(C=C1)CNC(C1=C(C=CC(=C1)F)OC)=O)C#N